N-(5-fluoro-6-methylpyridin-2-yl)-N,3-dimethyl-6-oxo-1-(prop-2-yn-1-yl)-1,6-dihydropyridine-2-carboxamide FC=1C=CC(=NC1C)N(C(=O)C=1N(C(C=CC1C)=O)CC#C)C